N-(4-(4-amino-5-(3-fluoro-4-((4-methoxypyrimidin-2-yl)oxy)phenyl)pyrazolo[5,1-f][1,2,4]triazin-6-yl)phenyl)-2-fluoroacrylamide NC1=NC=NN2C1=C(C(=N2)C2=CC=C(C=C2)NC(C(=C)F)=O)C2=CC(=C(C=C2)OC2=NC=CC(=N2)OC)F